(E)-8-dodecen-1-yl acetate C(C)(=O)OCCCCCCC\C=C\CCC